tert-butyl 4-(4-chloro-3-oxobutyl)piperidine-1-carboxylate ClCC(CCC1CCN(CC1)C(=O)OC(C)(C)C)=O